O1CCC(CC1)NCCC=1C(=C(C=CC1)C=1C=2C=3C=CC=CC3NC(N(C2N=CC1C)CC)=O)N {2-[(oxan-4-yl)amino]ethyl(amino)phenyl}-8-ethyl-4-methyl-6,8,10-triazatricyclo[9.4.0.02,7]pentadeca-1(11),2(7),3,5,12,14-hexaen-9-one